2-methyl-4,8-bis-(3',5'-dimethylphenyl)-1,5,6,7-tetrahydro-s-indacen CC=1CC2=C(C=3CCCC3C(=C2C1)C1=CC(=CC(=C1)C)C)C1=CC(=CC(=C1)C)C